BrC1=CC=C2C(=NN(C2=C1C)C)C=1C(=NC(=CC1)OCC1=CC=CC=C1)OCC1=CC=CC=C1 6-bromo-3-(2,6-dibenzyloxy-3-pyridyl)-1,7-dimethyl-indazole